2-(4-(2-(2-((1S,4S)-5-(2-hydroxyethyl)-2,5-diazabicyclo[2.2.1]heptan-2-yl)ethoxy)ethyl)piperazin-1-yl)ethan-1-ol OCCN1[C@@H]2CN([C@H](C1)C2)CCOCCN2CCN(CC2)CCO